(S)-3-((4-(1H-pyrrolo[2,3-b]pyridin-3-yl)-5-(trifluoromethyl)pyrimidin-2-yl)amino)piperidine N1C=C(C=2C1=NC=CC2)C2=NC(=NC=C2C(F)(F)F)N[C@@H]2CNCCC2